FC(C(=O)O)(F)F.N[C@H](C(=O)NCCNC(C1=C(C=C(C=C1)NC=1C=2N(C=CN1)C(=CN2)C2=C(C(=C(C=C2)OC)F)F)CC)=O)CCCNC(=N)N N-[2-[[(2S)-2-amino-5-guanidino-pentanoyl]amino]ethyl]-4-[[3-(2,3-difluoro-4-methoxy-phenyl)imidazo[1,2-a]pyrazin-8-yl]amino]-2-ethyl-benzamide trifluoroacetate